Methyl {4-[2-(acryloylamino)-2-methylpropyl]phenyl}(oxo)acetate C(C=C)(=O)NC(CC1=CC=C(C=C1)C(C(=O)OC)=O)(C)C